C(=C)C(C1=CC=CC=C1)C1N2CCCNC2=NCC1 Vinylbenzyl-(1,5,7-triazabicyclo[4.4.0]dec-5-ene)